(4-{[7-(difluoromethoxy)-6-methoxyquinolin-4-yl]oxy}-3,5-difluorophenyl)-4-methoxypyridine-3-carboxamide FC(OC1=C(C=C2C(=CC=NC2=C1)OC1=C(C=C(C=C1F)C1=NC=CC(=C1C(=O)N)OC)F)OC)F